COC(CCCCCN1C[C@@H]([C@@H](CC1)NC(C1=C(C=C(C(=C1)Cl)N)OC)=O)OC)=O 6-((3S,4R)-4-(4-amino-5-chloro-2-methoxybenzamido)-3-methoxypiperidin-1-yl)hexanoic acid methyl ester